(2R,6R)-N-(2-amino-2-methyl-propyl)-6-methyl-4-[8-(trifluoromethyl)-5-quinolinyl]morpholine-2-carboxamide NC(CNC(=O)[C@H]1CN(C[C@H](O1)C)C1=C2C=CC=NC2=C(C=C1)C(F)(F)F)(C)C